6-methyl-4-{6-[4-(2-(4-methyl-3-oxopiperazin-1-yl)ethoxy)phenyl]quinolin-2-yl}-1-tosyl-1H-pyrrolo[2,3-c]pyridin-7(6H)-one CN1C(C2=C(C(=C1)C1=NC3=CC=C(C=C3C=C1)C1=CC=C(C=C1)OCCN1CC(N(CC1)C)=O)C=CN2S(=O)(=O)C2=CC=C(C)C=C2)=O